rac-N4-((1R,2R,4S)-7-oxabicyclo[2.2.1]heptan-2-yl)-7-(1H-pyrazol-5-yl)quinoline-2,4-diamine [C@H]12[C@@H](C[C@H](CC1)O2)NC2=CC(=NC1=CC(=CC=C21)C2=CC=NN2)N |r|